O1C2=C(OCC1)C=C(C=C2)N2C=NN(C2=O)CC2=CC(=C(OC(C(=O)OCC)(C)C)C(=C2)C)C Ethyl 2-(4-((4-(2,3-dihydrobenzo[b][1,4]dioxin-6-yl)-5-oxo-4,5-dihydro-1H-1,2,4-triazol-1-yl) methyl)-2,6-dimethylphenoxy)-2-methylpropionate